C(C)(C)C1CCC(CC1)OC(CO)CO 2-(4-isopropylcyclohexyloxy)-1,3-propanediol